S-(3-((tert-butyldimethylsilyl)oxy)-2-(pyrazin-2-yl)propyl) ethanethioate C(C)(SCC(CO[Si](C)(C)C(C)(C)C)C1=NC=CN=C1)=O